The molecule is a benzyl ester resulting from the formal condensation of the carboxy group of nicotinic acid with benzyl alcohol. It has been used as a rubefacient. It has a role as a vasodilator agent. It derives from a nicotinic acid. C1=CC=C(C=C1)COC(=O)C2=CN=CC=C2